CC1N(C=2C(OC1)=CC=C1C2N=C(S1)N1C(NCC1C#CC)=O)C 1-(8,9-dimethyl-8,9-dihydro-7H-thiazolo[4',5':3,4]benz[1,2-b][1,4]oxazin-2-yl)-5-(prop-1-yn-1-yl)imidazolidin-2-one